C(C)(C)(C)OC(N[C@@H]1C2=C(OC13CCN(CC3)C=3N=C1C(=NC3)C(=NN1COCC[Si](C)(C)C)I)C=CC(=C2)F)=O (R)-(5-fluoro-1'-(3-iodo-1-((2-(trimethylsilyl)ethoxy)methyl)-1H-pyrazolo[4,3-b]Pyrazin-6-yl)-3H-spiro[benzofuran-2,4'-piperidine]-3-yl)carbamic acid tert-butyl ester